C1(CC1)C1=CC(=NC(=C1F)C)NC1=NC=C(C(=N1)NC1=NN(C(=C1)C)C)N1C[C@H](NCC1)C (R)-N2-(4-cyclopropyl-5-fluoro-6-methylpyridin-2-yl)-N4-(1,5-dimethyl-1H-pyrazol-3-yl)-5-(3-methylpiperazine-1-yl)pyrimidine-2,4-diamine